BrC1=C(C=CC=C1)C1(CNC1)C#N 3-(2-bromophenyl)azetidine-3-carbonitrile